3-((S)-2-(6-methoxynaphthalen-2-yl)propionyloxy)-4,5-bis(((S)-2-(6-methoxynaphthalen-2-yl)propionyloxy)-methyl)-2-methylpyridinium (S)-2-(6-methoxynaphthalen-2-yl)propanoate COC=1C=C2C=CC(=CC2=CC1)[C@@H](C(=O)[O-])C.COC=1C=C2C=CC(=CC2=CC1)[C@@H](C(=O)OC=1C(=[NH+]C=C(C1COC([C@@H](C)C1=CC2=CC=C(C=C2C=C1)OC)=O)COC([C@@H](C)C1=CC2=CC=C(C=C2C=C1)OC)=O)C)C